3-cyanophenyl acetate C(C)(=O)OC1=CC(=CC=C1)C#N